ClC1=C2C=CC=NC2=C(C(=C1)C(NC(CN(CC)CC)=O)C=1C=NC=CC1)O N-((5-chloro-8-hydroxyquinolin-7-yl)(pyridin-3-yl)methyl)-2-(diethylamino)acetamide